1-(4-methoxyphenyl)-N-[(2-thiomorpholino-4-pyridyl)methyl]-methanamin COC1=CC=C(C=C1)CNCC1=CC(=NC=C1)N1CCSCC1